CN(C12CN(CC2CC1)C(=O)OC(C)(C)C)C tert-Butyl 1-(dimethylamino)-3-azabicyclo[3.2.0]heptane-3-carboxylate